[4-methoxy-7-(3-methoxy-piperidin-1-yl)-thiazolo[4,5-c]pyridin-2-yl]-amid COC1=NC=C(C2=C1N=C(S2)[NH-])N2CC(CCC2)OC